3-amino-1-(methoxymethyl)-1a,6b-dihydro-1H-cyclopropa[b]benzofuran-6-carboxylic acid NC1=CC=C(C=2C3C(OC21)C3COC)C(=O)O